FC=1C=C(CN2C=NC(=C2)C(=O)N[C@@H]2C(N(C3=C(OC2)N(N=C3)C(C)C)C)=O)C=CC1F (S)-1-(3,4-Difluorobenzyl)-N-(1-isopropyl-4-methyl-5-oxo-4,5,6,7-tetrahydro-1H-pyrazolo[3,4-b][1,4]oxazepin-6-yl)-1H-imidazol-4-carboxamid